2-(1-(4-bromophenyl)-3-(5-chloropyridin-2-yl)-1H-pyrazol-4-yl)-5-methyl-3-(2-(2-oxo-2,3-dihydro-1H-benzo[d]imidazol-5-yl)ethyl)oxazolidin-4-one BrC1=CC=C(C=C1)N1N=C(C(=C1)C1OC(C(N1CCC1=CC2=C(NC(N2)=O)C=C1)=O)C)C1=NC=C(C=C1)Cl